CNS(OCC(=O)NC=1SC(=C(N1)COC(NC)=O)CC1=CC(=CC=C1)Cl)(=O)=O 2-((5-(3-chlorobenzyl)-4-(((methylcarbamoyl)oxy)methyl)thiazol-2-yl)amino)-2-oxoethyl methylsulfamate